C(C)OC(=O)C1=CC=C(C2=NSN=C21)C(=O)O 2,1,3-benzothiadiazole-4,7-dicarboxylic acid ethyl ester